[(6-bromo-4-oxo-2,3-dihydro-1,4λ6-benzoxathiin-4-ylidene)amino]-tert-butyl-dimethyl-silane BrC=1C=CC2=C(S(CCO2)(=O)=N[Si](C)(C)C(C)(C)C)C1